COC(C(C)(C)N1C(=NC2=C1C=CC=C2)C2=CC=C(C=C2)C(C)(C)C)=O (2-(4-(tert-butyl)phenyl)-1H-benzo[d]imidazol-1-yl)isobutyric acid methyl ester